CC=1C=C2C(=CC(=C(C2=CC1)OC(C(=C)C)=O)N)OC(=O)OC 6-methyl-2-amino-4-methoxycarbonyloxy-1-methacryloyloxynaphthalene